NC1=C(C=C(C#N)C=C1)NC[C@]1(CC2(OCCO2)CC(C1)(C)C)C |r| Rac-4-amino-3-(((7,9,9-trimethyl-1,4-dioxaspiro[4.5]decan-7-yl)methyl)amino)benzonitrile